4-(8-(1-(but-2-ynyl)pyrrolidin-2-yl)quinazolin-6-yl)-N-(4-cyanopyridin-2-yl)-3-fluorobenzamide C(C#CC)N1C(CCC1)C=1C=C(C=C2C=NC=NC12)C1=C(C=C(C(=O)NC2=NC=CC(=C2)C#N)C=C1)F